C12C(C(C(CC1)C2)O)O cis-2,3-norbornanediol